(R)-1-phenylethyl (3-methylisoxazol-4-yl)carbamate CC1=NOC=C1NC(O[C@H](C)C1=CC=CC=C1)=O